N-(6-(4-cyclopropyl-4H-1,2,4-triazol-3-yl)pyridin-2-yl)-1-(2-fluorobenzyl)-5-(1-isopropyl-1H-pyrazol-4-yl)-2-oxo-1,2-dihydropyridine-3-carboxamide C1(CC1)N1C(=NN=C1)C1=CC=CC(=N1)NC(=O)C=1C(N(C=C(C1)C=1C=NN(C1)C(C)C)CC1=C(C=CC=C1)F)=O